[Rh].[Pd].[Pt] Platinum-Palladium-Rhodium